β-eleostearic acid C(CCCCCCC\C=C\C=C\C=C\CCCC)(=O)O